ClC1=NC=C(C(=N1)NC1=C(C=CC=C1)CNS(=O)=O)I N-(2-((2-chloro-5-iodopyrimidin-4-yl)amino)phenyl)methylsulfonamide